1,3-dioctadecyl-1,1,3,3-tetramethyldisilazane C(CCCCCCCCCCCCCCCCC)[Si](N[Si](C)(C)CCCCCCCCCCCCCCCCCC)(C)C